2-{2-[4-(6-fluoro-benzo[d]isoxazol-3-yl)-piperidin-1-yl]-ethyl}-8-methyl-3,4-dihydro-2H-pyrrolo[1,2-a]pyrazin-1-one FC1=CC2=C(C(=NO2)C2CCN(CC2)CCN2C(C=3N(CC2)C=CC3C)=O)C=C1